FC(C1CN(C1)C(CN1N=CC2=NC=C(C=C21)C2=CC(=C(C=C2)F)C(F)F)=O)F 1-[3-(Difluoromethyl)azetidin-1-yl]-2-[6-[3-(difluoromethyl)-4-fluoro-phenyl]pyrazolo[4,3-b]pyridin-1-yl]ethanone